Benzyl (2S)-2-[[2,6-dichloro-4-(3-phenylazetidine-1-carbonyl)benzoyl]amino]-3-[[(1S)-indan-1-yl]carbamoylamino]propanoate ClC1=C(C(=O)N[C@H](C(=O)OCC2=CC=CC=C2)CNC(N[C@H]2CCC3=CC=CC=C23)=O)C(=CC(=C1)C(=O)N1CC(C1)C1=CC=CC=C1)Cl